tert-butyl 3-oxa-8-oxa-2-azaspiro[4.5]decane-2-carboxylate C1N(OCC12CCOCC2)C(=O)OC(C)(C)C